(trifluoromethylsulfonyloxyimino)-4-methoxyphenylacetonitrile FC(S(=O)(=O)ON=C(C#N)C1=CC=C(C=C1)OC)(F)F